4-(4-(3-oxa-7,9-diaza-bicyclo[3.3.1]nonan-9-yl)-8-fluoro-2-(((2R,7aS)-2-fluorotetrahydro-1H-pyrrolizin-7a(5H)-yl)methoxy)-pyrido[4,3-d]pyrimidin-7-yl)-5-ethynyl-6-fluoronaphthalen-2-ol C12COCC(CNC1)N2C=2C1=C(N=C(N2)OC[C@]23CCCN3C[C@@H](C2)F)C(=C(N=C1)C1=CC(=CC2=CC=C(C(=C12)C#C)F)O)F